Cl.C1(CCC1)CN1CC2=CC(=CC=C2CC1)N(C1=CC=CC=C1)C 2-(cyclobutylmethyl)-N-methyl-N-phenyl-1,2,3,4-tetrahydroisoquinoline-7-amine hydrochloride